5-[4-benzyloxy-6-fluoro-1-(4-fluoro-3-methyl-phenyl)-2-(1-hydroxy-1-methyl-ethyl)indol-3-yl]Pyridine-3-carboxylic acid methyl ester COC(=O)C=1C=NC=C(C1)C1=C(N(C2=CC(=CC(=C12)OCC1=CC=CC=C1)F)C1=CC(=C(C=C1)F)C)C(C)(C)O